2,4,6-trimethylphenylcarbodiimide CC1=C(C(=CC(=C1)C)C)N=C=N